(R)-1-(3-((2-((1-ethyl-1H-pyrazol-4-yl)amino)-5-fluoro-7H-pyrrolo[2,3-d]pyrimidin-4-yl)amino)piperidin-1-yl)prop-2-en-1-one C(C)N1N=CC(=C1)NC=1N=C(C2=C(N1)NC=C2F)N[C@H]2CN(CCC2)C(C=C)=O